tert-Butyl (4-((2-(2,6-dimethylpyridin-4-yl)-3-isopropyl-1,5,7,8-tetrahydro-6H-pyrrolo[3,2-b][1,7]naphthyridin-6-yl)methyl)bicyclo[2.2.2]oct-1-yl)carbamate CC1=NC(=CC(=C1)C1=C(C2=NC=3CN(CCC3C=C2N1)CC12CCC(CC1)(CC2)NC(OC(C)(C)C)=O)C(C)C)C